7-(8-ethynyl-7-fluoronaphthalen-1-yl)-8-fluoro-2-(((3S,7aS)-3-((((4-nitrophenoxy)carbonyl)oxy)methyl)tetrahydro-1H-pyrrolizin-7a(5H)-yl)methoxy)quinazolin C(#C)C=1C(=CC=C2C=CC=C(C12)C1=CC=C2C=NC(=NC2=C1F)OC[C@]12CCCN2[C@@H](CC1)COC(=O)OC1=CC=C(C=C1)[N+](=O)[O-])F